2-chloro-6-((2,2,2-trifluoroethyl)amino)isonicotinonitrile ClC=1C=C(C#N)C=C(N1)NCC(F)(F)F